N[C@@H](C)C(=O)N[C@@H](CC(O)=O)C(=O)N[C@@H](CC(=O)N)C(=O)NCCCN(C(CO)=O)[C@H](C(C)(C)C)C=1N(C=C(C1)C1=C(C=CC(=C1)F)F)CC1=CC=CC=C1 L-alanyl-L-alpha-aspartyl-N1-{3-[{(1R)-1-[1-benzyl-4-(2,5-difluorophenyl)-1H-pyrrol-2-yl]-2,2-dimethylpropyl}(hydroxyacetyl)amino]propyl}-L-aspartamide